tert-butyl (4-(3-methyl-4-(methylcarbamoyl)benzoyl)-phenyl)carbamate CC=1C=C(C(=O)C2=CC=C(C=C2)NC(OC(C)(C)C)=O)C=CC1C(NC)=O